C(C)(C)NC(O[C@H]1C[C@H](CC1)C1=NN(C(=C1)NC1=NC=CC(=C1)COC1=C(C(=CC=C1)OCC1=CC=C(C=C1)OC)C=O)C(C)(C)C)=O (1R,3S)-3-(1-(tert-butyl)-5-((4-((2-formyl-3-((4-methoxybenzyl)oxy) phenoxy)methyl)pyridin-2-yl)amino)-1H-pyrazol-3-yl)cyclopentyl isopropylcarbamate